NC1=NN(C=2CN(CCC21)S(=O)(=O)C(C)C)C(=O)C2CCNC1=CC=C(C=C21)F (3-amino-6-(isopropyl-sulfonyl)-4,5,6,7-tetrahydro-pyrazolo[3,4-c]pyridin-1-yl)(6-fluoro-1,2,3,4-tetrahydro-quinolin-4-yl)methanone